1,4-bis((2-pyrazinyl)vinyl)benzene N1=C(C=NC=C1)C=CC1=CC=C(C=C1)C=CC1=NC=CN=C1